tert-butyl 4-(4-(2,4-dimethoxypyrimidin-5-yl)phenyl)piperazine-1-carboxylate COC1=NC=C(C(=N1)OC)C1=CC=C(C=C1)N1CCN(CC1)C(=O)OC(C)(C)C